6-bromo-1-(2,2,2-trifluoroethyl)-4H-pyrido[3,4-d][1,3]oxazin-2-one BrC1=CC2=C(N(C(OC2)=O)CC(F)(F)F)C=N1